NC=1C(=C2C(=NC1)C=CS2)NCC2=CC=C(C=C2)CO (4-(((6-aminothieno[3,2-b]pyridin-7-yl)amino)methyl)phenyl)methanol